Isopropyl (1S,3S)-3-((2-(5-(((5-isopentyl-1,2,4-oxadiazol-3-yl)amino)methyl)-1-methyl-1H-pyrazol-4-yl)-4-methylpyrimidin-5-yl)oxy)cyclohexane-1-carboxylate C(CC(C)C)C1=NC(=NO1)NCC1=C(C=NN1C)C1=NC=C(C(=N1)C)O[C@@H]1C[C@H](CCC1)C(=O)OC(C)C